FC=1C=C(C=CC1C(C)=O)C1=CC=CC=C1 1-(3-fluoro-[1,1'-biphenyl]-4-yl)ethan-1-one